(4-chloro-2,6-bis((triisopropylsilyl)ethynyl)phenyl)methylamine ClC1=CC(=C(C(=C1)C#C[Si](C(C)C)(C(C)C)C(C)C)CN)C#C[Si](C(C)C)(C(C)C)C(C)C